2,2-dimethylbutan-1-ol CC(CO)(CC)C